tin mercury [Hg].[Sn]